C(C)(CC)N1C=CC=2C(=CC=CC12)C(=O)NCC=1C(NC(=CC1C)C)=O 1-(sec-butyl)-N-((4,6-dimethyl-2-oxo-1,2-dihydropyridin-3-yl)methyl)-1H-indole-4-carboxamide